C(CCC\C=C/CCCCCCCC)O (Z)-5-Tetradecen-1-ol